C1OC=2C=C(C=CC2O1)N1CN(CN(C1)C(Cl)(Cl)Cl)C(Cl)(Cl)Cl 1-(3,4-methylenedioxyphenyl)-3,5-bis(trichloromethyl)-s-triazine